4-Amino-1-[[5,5-dimethyl-2,4-dioxo-3-(2-trimethylsilylethoxymethyl)imidazolidin-1-yl]methyl]cyclohexanecarbonitrile NC1CCC(CC1)(C#N)CN1C(N(C(C1(C)C)=O)COCC[Si](C)(C)C)=O